2,6-dimethyl-4-(methylaminomethyl)phenol CC1=C(C(=CC(=C1)CNC)C)O